OC[C@H](C1=CC=CC=C1)NC1=NC(=NC=C1C(=O)OCC)NC=1C=C2CCN(C(C2=CC1)=O)C(C)C Ethyl 4-[[(1S)-2-hydroxy-1-phenyl-ethyl]amino]-2-[(2-isopropyl-1-oxo-3,4-dihydroisoquinolin-6-yl)amino]pyrimidine-5-carboxylate